CN(CCOC1=NC2=C(N1COCC[Si](C)(C)C)C=CC=C2)C N,N-dimethyl-2-(1-((2-(trimethylsilyl)ethoxy)methyl)-1H-benzo[d]imidazol-2-yloxy)ethanamine